1-(dimethoxyphosphorylmethyl)-4-pyrimidin-2-yl-pyridazin-1-ium triflate [O-]S(=O)(=O)C(F)(F)F.COP(=O)(OC)C[N+]1=NC=C(C=C1)C1=NC=CC=N1